2-({3-chloro-2-[(4-chloro-2,5-difluorophenyl)methoxy]-5,6,7,8-tetrahydro-1,7-naphthyridin-7-yl}methyl)-1-{[(2S)-oxetan-2-yl]methyl}-1H-1,3-benzodiazole-6-carboxylic acid ClC=1C(=NC=2CN(CCC2C1)CC1=NC2=C(N1C[C@H]1OCC1)C=C(C=C2)C(=O)O)OCC2=C(C=C(C(=C2)F)Cl)F